4-(3-(5-fluoropyridin-3-yl)pyrazolo[1,5-a]pyrimidin-5-yl)piperazine-1-carboxylic acid isopropyl ester C(C)(C)OC(=O)N1CCN(CC1)C1=NC=2N(C=C1)N=CC2C=2C=NC=C(C2)F